C(C(=C)C)(=O)OCCC[Si](C1=CC=CC=C1)(OCC)OCC 3-(methacryloyloxy)propyldiethoxyphenylsilane